C(C1=CC=CC=C1)OC1=C(C=CC(=C1)C(F)(F)F)C=1C=2N(C(=NN1)N[C@H]1CNCCC1)C=CC2 (R)-1-(2-(benzyloxy)-4-(trifluoromethyl)phenyl)-N-(piperidin-3-yl)pyrrolo[1,2-d][1,2,4]triazin-4-amine